7-(3,4-dimethoxyphenyl)-N-(4-((2-morpholinoethyl)carbamoyl)phenyl)pyrazolo[1,5-a]pyrimidine-2-carboxamide COC=1C=C(C=CC1OC)C1=CC=NC=2N1N=C(C2)C(=O)NC2=CC=C(C=C2)C(NCCN2CCOCC2)=O